Acetanilid C(C)(=O)NC1=CC=CC=C1